3-(3-(4-((4-methoxybenzyl)oxy)benzyl)isoxazol-5-yl)pyridin-2-amine COC1=CC=C(COC2=CC=C(CC3=NOC(=C3)C=3C(=NC=CC3)N)C=C2)C=C1